FC1(CCN(CC1)C1=NC(=CC(=N1)NC(C1=C(C=C(C=C1)S(=O)(=O)C1CN(C1)C)N1CCC2(CC2)CC1)=O)C)F N-(2-(4,4-difluoropiperidin-1-yl)-6-methylpyrimidin-4-yl)-4-((1-methylazetidin-3-yl)sulfonyl)-2-(6-azaspiro[2.5]octan-6-yl)benzamide